Cl.OC1[C@H](N)[C@@H](O)[C@@H](O)[C@H](O1)CO (+)-Galactosamine hydrochloride